ClC1=NC(=CC(=C1)C1=CC=CC=C1)Cl 2,6-dichloro-4-phenylpyridine